6-fluoro-6-(2-fluorophenyl)-2-azaspiro[3.3]heptane FC1(CC2(CNC2)C1)C1=C(C=CC=C1)F